C(C1=CC=CC=C1)N1C2=C(O[C@@H](C1=O)C)N=C(C(=C2)Cl)Br (3R)-1-benzyl-6-bromo-7-chloro-3-methyl-3H-pyrido[2,3-b][1,4]oxazin-2-one